[Na].FC1CC(N(C1)C(CC1=CC(=NO1)C)=O)C(=O)NC(C1=CC=C(C=C1)C(C)C)C1=CC=CC=C1 4-fluoro-1-[2-(3-methyl-1,2-oxazol-5-yl)acetyl]-N-{phenyl-[4-(prop-2-yl)phenyl]methyl}pyrrolidine-2-carboxamide sodium